6-([1,1'-Biphenyl]-4-yl)indazolo[3,2-a]isoquinoline C1(=CC=C(C=C1)C=1N2C(C=3C=CC=CC3C1)=C1C=CC=CC1=N2)C2=CC=CC=C2